(3aR,6aS)-5-(2,5-dichloropyrimidin-4-yl)-3a,6a-dimethylhexahydropyrrolo[3,4-c]pyrrole-2(1H)-carboxylic acid tert-butyl ester C(C)(C)(C)OC(=O)N1C[C@@]2(CN(C[C@@]2(C1)C)C1=NC(=NC=C1Cl)Cl)C